P(=O)(OCC(COCC#C)COCC#C)(Cl)Cl (3-propargyloxy-2-((propargyloxy) methyl) propyl) dichlorophosphate